(7-((3-Chloro-4-methoxypyridin-2-yl)oxy)-2-azaspiro[3.5]nonan-2-yl)((1s,3s)-3-hydroxy-3-methylcyclobutyl)methanone ClC=1C(=NC=CC1OC)OC1CCC2(CN(C2)C(=O)C2CC(C2)(C)O)CC1